bis-linalool borate B(O)(O)O.C=CC(O)(C)CCC=C(C)C.C=CC(O)(C)CCC=C(C)C